(R)-N2-(3-chloro-4-fluorophenyl)-8-(piperazin-1-yl)-N4-(1-(thiophen-2-yl)propyl)quinazoline-2,4-diamine ClC=1C=C(C=CC1F)NC1=NC2=C(C=CC=C2C(=N1)N[C@H](CC)C=1SC=CC1)N1CCNCC1